C(C)[C@@H]1[C@@H]2[C@@H]3[C@@H](OC4=C3C=CC=C4OC)[C@H](C1)C2 (1R,2S,4R,4aS,9bS)-2-Ethyl-6-methoxy-1,2,3,4,4a,9b-hexahydro-1,4-methanodibenzo[b,d]furan